ClC=1C=C(C=CC1F)[Mg]Br (3-chloro-4-fluorophenyl)-magnesium bromide